C(C)(C)(C)OOCC(CCC(C)C)C (t-butylperoxy)-2,5-dimethylhexane